FC(C(=O)O)(CC1=NC=C(C=C1)F)F α,α,5-trifluoro-2-pyridinepropanoic acid